2-[(5-methyl-2-oxo-1H-pyrimidin-4-yl)sulfanyl]acetic acid CC=1C(=NC(NC1)=O)SCC(=O)O